(5Z,9Z)-16,16-dihexyloxy-5,9-hexadecadiene C(CCCCC)OC(CCCCC\C=C/CC\C=C/CCCC)OCCCCCC